(-)-2-(2-(Dimethylamino)naphthalen-1-yl)-4-isopropylphenyl trifluoromethanesulfonate FC(S(=O)(=O)OC1=C(C=C(C=C1)C(C)C)C1=C(C=CC2=CC=CC=C12)N(C)C)(F)F